CC1=CC=C(N=N1)N (6-methylpyridazin-3-yl)amine